2-(1-(adamantan-1-ylmethyl)-5-methyl-1H-pyrazol-4-yl)-7-((2-(benzo[d]thiazol-2-ylcarbamoyl)phenyl)amino)-6-methylpyrazolo[5,1-b]thiazole-3-carboxylic acid C12(CC3CC(CC(C1)C3)C2)CN2N=CC(=C2C)C2=C(N3C(S2)=C(C(=N3)C)NC3=C(C=CC=C3)C(NC=3SC2=C(N3)C=CC=C2)=O)C(=O)O